3-butyl-7,11-dimethyldodecyl acrylate C(C=C)(=O)OCCC(CCCC(CCCC(C)C)C)CCCC